ClC1=CC=C(S1)COC1=C(C(=NN1C(=O)C=1N=CSC1)C1C(N(C1C(F)(F)F)C(=O)N1CCCC1)=O)C#N 5-[(5-chlorothiophen-2-yl)methoxy]-3-[2-oxo-1-(pyrrolidine-1-carbonyl)-4-(trifluoromethyl)azetidin-3-yl]-1-(1,3-thiazole-4-carbonyl)-1H-pyrazole-4-carbonitrile